benzothiazolamide S1C(=NC2=C1C=CC=C2)C(=O)N